4-bromo-2-ethylphenol BrC1=CC(=C(C=C1)O)CC